2,6-dimethoxy-4-[5-[1-(2-morpholinoethyl)pyrazol-4-yl]benzimidazol-1-yl]-N-(2,2,2-trifluoroethyl)benzamide COC1=C(C(=O)NCC(F)(F)F)C(=CC(=C1)N1C=NC2=C1C=CC(=C2)C=2C=NN(C2)CCN2CCOCC2)OC